C1NNC2C1=C1C=CN=CC1=CC2 tetrahydro-3H-pyrazolo[4,3-f]isoquinoline